tert-butyl 2-((methylsulfonyl) oxy)-7-azaspiro[3.5]nonane-7-carboxylate CS(=O)(=O)OC1CC2(C1)CCN(CC2)C(=O)OC(C)(C)C